C[SiH](O[SiH3])C 1,1-dimethyl-disiloxane